COCOC1=C(C=CC=C1)C=1C=C2C(=NN1)NC[C@@H]1N2CCN(C1)CC1CCN(CC1)C(=O)OC(C)(C)C (S)-tert-butyl 4-((2-(2-(methoxymethoxy)phenyl)-6a,7,9,10-tetrahydro-5H-pyrazino[1',2':4,5]pyrazino[2,3-c]pyridazin-8(6H)-yl)methyl)piperidine-1-carboxylate